zirconium tetra(diethylamide) C(C)[N-]CC.C(C)[N-]CC.C(C)[N-]CC.C(C)[N-]CC.[Zr+4]